C(C)N(CC(=O)NC(C)C)C1=C(C=C(C=C1)C=O)F 2-[ETHYL(2-FLUORO-4-FORMYLPHENYL)AMINO]-N-(PROPAN-2-YL)ACETAMIDE